3-(4-(5-chloro-3-fluoropyridin-2-yl)-1-(4-fluorobenzyl)-3,6-dioxopiperazin-2-yl)bicyclo[1.1.1]pentane-1-carboxamide ClC=1C=C(C(=NC1)N1C(C(N(C(C1)=O)CC1=CC=C(C=C1)F)C12CC(C1)(C2)C(=O)N)=O)F